2-(1-((6-(5-((((3,3-difluoropentyl)(methyl)carbamoyl)oxy)methyl)-1-methyl-1H-1,2,3-triazol-4-yl)-2-methylpyridin-3-yl)ethynyl)cyclopropyl)acetic acid FC(CCN(C(=O)OCC1=C(N=NN1C)C1=CC=C(C(=N1)C)C#CC1(CC1)CC(=O)O)C)(CC)F